ClC=1C(=C(C2=C(N(CCS2)C)C1)C(=O)[O-])OC.[Na+] Sodium 6-chloro-7-methoxy-4-methyl-3,4-dihydro-2H-1,4-benzothiazine-8-carboxylate